11-chloroeicosa-3-oxyundecane ClC(CCCCCCCC(CC)OCCCCCCCCCCC)CCCCCCCCC